N-benzyl-2-(5-(trifluoromethyl)-1,2,4-oxadiazol-3-yl)-4,7-dihydrothieno[2,3-c]pyridine-6(5H)-carboxamide C(C1=CC=CC=C1)NC(=O)N1CC2=C(CC1)C=C(S2)C2=NOC(=N2)C(F)(F)F